O[C@@H]1[C@H](CCC1)NC1=NN=C(C2=CC=CC=C12)C1=C(C=C(C=C1)C(F)(F)F)O 2-[4-[[(1S,2S)-2-hydroxycyclopentyl]amino]phthalazin-1-yl]-5-(trifluoromethyl)phenol